NC=1N=CC(=NC1OC=1C=NN(C1)C1CCN(CC1)CC)C=1C=C(C=C(C1)C)S(=O)(=O)NC 3-(5-amino-6-((1-(1-ethylpiperidin-4-yl)-1H-pyrazol-4-yl)oxy)pyrazin-2-yl)-N,5-dimethylbenzenesulfonamide